[Na+].CC(CC)S(=O)(=O)[O-] Methyl-1-propanesulfonic acid sodium salt